[(3S)-1-methyl-5-oxo-pyrrolidin-3-yl] 4-[3-[2-(cyclopropoxy)-3-pyridyl]-6-fluoro-pyrazolo[1,5-a]pyrimidin-5-yl]piperazine-1-carboxylate C1(CC1)OC1=NC=CC=C1C=1C=NN2C1N=C(C(=C2)F)N2CCN(CC2)C(=O)O[C@@H]2CN(C(C2)=O)C